5-[[2-[(2S,5R)-2-(6-isoquinolyl)-5-methyl-1-piperidyl]-2-oxo-acetyl]amino]-2-methoxy-pyridine-3-carboxamide C1=NC=CC2=CC(=CC=C12)[C@H]1N(C[C@@H](CC1)C)C(C(=O)NC=1C=C(C(=NC1)OC)C(=O)N)=O